N-Stearylstearamid C(CCCCCCCCCCCCCCCCC)NC(CCCCCCCCCCCCCCCCC)=O